C(C)(=O)O[C@@H](COC1=CC=C(C=C1)C(C)(C)C1=CC(=C(C(=C1)Cl)OC[C@@H](CCl)OC(C)=O)Cl)COC (R)-1-(4-(2-(4-((S)-2-acetoxy-3-chloropropoxy)-3,5-dichlorophenyl)propan-2-yl)phenoxy)-3-methoxypropan-2-yl acetate